FC(S(=O)(=O)C1=CN(C=2CCC([C@H](C12)O)(F)F)C=1C=C(C(C#N)=CC1)C#N)F (S)-4-(3-((difluoromethyl)sulfonyl)-5,5-difluoro-4-hydroxy-4,5,6,7-tetrahydro-1H-indol-1-yl)phthalonitrile